N-[(S)-1-(3-chloro-5-fluorophenyl)ethyl]-4-[(S)-5-methyl-1,4-diazepan-1-yl]-8-cyclopropyl-6-methyl-2-oxo-1,2-dihydro-1,7-diaza-3-naphthamide ClC=1C=C(C=C(C1)F)[C@H](C)NC(=O)C=1C(NC2=C(N=C(C=C2C1N1CCN[C@H](CC1)C)C)C1CC1)=O